N-((2-(6-(6-oxa-3-azabicyclo[3.1.1]heptan-3-yl)pyridin-2-yl)-1,6-naphthyridin-7-yl)methyl)-3,4-dimethyl-5-(methylsulfonyl)benzamide C12CN(CC(O1)C2)C2=CC=CC(=N2)C2=NC1=CC(=NC=C1C=C2)CNC(C2=CC(=C(C(=C2)S(=O)(=O)C)C)C)=O